FC(C1CN(CC1)C(C)C1=NC=C(C#N)C=C1)(F)F 6-(1-(3-(trifluoromethyl)pyrrolidin-1-yl)ethyl)nicotinonitrile